sodium azetidine-1-carbodithioate N1(CCC1)C(=S)[S-].[Na+]